COC(=O)C1=C(NC(=C1)C1=C2C(=NC=C1)N(C=C2)S(=O)(=O)C2=CC=CC=C2)C2=C(C=C(C=C2)F)F Methyl-2-(2,4-difluorophenyl)-5-[1-(phenylsulfonyl)-1H-pyrrolo[2,3-b]pyridin-4-yl]-1H-pyrrole-3-carboxylate